7-methyl-5-(trifluoromethyl)-2,3-dihydro-1H-indole-2,3-dione CC=1C=C(C=C2C(C(NC12)=O)=O)C(F)(F)F